N-(6-amino-5-ethyl-3-pyridyl)-2-oxo-2-[rac-(2R,5S)-5-methyl-2-[4-(5-methyl-3,3a,4,6,7,7a-hexahydro-1H-pyrrolo[3,4-c]pyridin-2-yl)phenyl]-1-piperidyl]acetamide NC1=C(C=C(C=N1)NC(C(N1[C@H](CC[C@@H](C1)C)C1=CC=C(C=C1)N1CC2CN(CCC2C1)C)=O)=O)CC |r|